4,4'-(9H-fluorene-9,9-diyl)bis(2,6-difluorobenzoic acid) C1=CC=CC=2C3=CC=CC=C3C(C12)(C1=CC(=C(C(=O)O)C(=C1)F)F)C1=CC(=C(C(=O)O)C(=C1)F)F